(N,N-dimethyl-3-aminopropyl)methyl-dimethoxysilane CN(CCC[Si](OC)(OC)C)C